1-(4-(diphenylamino)phenyl)-N4,N4-diphenyl-benzene-1,4-diamine C1(=CC=CC=C1)N(C1=CC=C(C=C1)C1(CC=C(C=C1)N(C1=CC=CC=C1)C1=CC=CC=C1)N)C1=CC=CC=C1